5-(((S)-4-bromo-2,3-dihydro-1H-inden-1-yl)oxy)-4-chloro-2-formylphenyl ((1S,4R)-7,7-dimethyl-2-oxobicyclo[2.2.1]heptan-1-yl)methanesulfonate CC1([C@@]2(C(C[C@H]1CC2)=O)CS(=O)(=O)OC2=C(C=C(C(=C2)O[C@H]2CCC1=C(C=CC=C21)Br)Cl)C=O)C